2-ethyl-4,4-difluoro-2-methylpyrrolidin-3-ol C(C)C1(NCC(C1O)(F)F)C